NC1=NC=2C=NC(=CC2C2=C1COC2)C(=O)N(CC2=NC=C(C=C2)C(F)(F)F)[C@@H](COC)C 4-amino-N-((2R)-1-methoxy-2-propanyl)-N-((5-(trifluoromethyl)-2-pyridinyl)methyl)-1,3-dihydrofuro[3,4-c][1,7]naphthyridine-8-carboxamide